CC1=CC=C(C=C1)C(CC)=O 4'-methyl-propiophenone